Diphenyliodonium antimonate [Sb]([O-])([O-])([O-])=O.C1(=CC=CC=C1)[I+]C1=CC=CC=C1.C1(=CC=CC=C1)[I+]C1=CC=CC=C1.C1(=CC=CC=C1)[I+]C1=CC=CC=C1